(S)-N-[(1S)-3-(1,3-dioxan-2-yl)-1-[2-(trifluoromethyl)phenyl]propyl]-2-methylpropane-2-sulfinamide O1C(OCCC1)CC[C@@H](C1=C(C=CC=C1)C(F)(F)F)N[S@@](=O)C(C)(C)C